O=C1NC(CCC1N1C(N(C2=C1C=CC(=C2)N2CCC(CC2)C(=O)N2CCC(CC2)(O)CN2CCC(CC2)C#CC2=CC=CC1=CC=CC=C21)C)=O)=O 4-((1-((1-(1-(1-(2,6-dioxopiperidin-3-yl)-3-methyl-2-oxo-2,3-dihydro-1H-benzo[d]imidazol-5-yl)piperidine-4-carbonyl)-4-hydroxypiperidin-4-yl)methyl)piperidin-4-yl)ethynyl)naphthalen